[Si](C)(C)(C(C)(C)C)OCC=1C(=C(C=O)C(=CC1)F)F 3-[[tert-butyl(dimethyl)silyl]oxymethyl]-2,6-difluoro-benzaldehyde